C(=C)C1=CC=C(C[Si](Cl)(C)CC2=CC=C(C=C2)C=C)C=C1 bis(4-vinyl-benzyl)methylchlorosilane